Bis(methacryloyloxy-methyl)tricyclo-[5.2.1.02,6]decan C(C(=C)C)(=O)OCC12C3(CCC(C2CCC1)C3)COC(C(=C)C)=O